N[C@@H](CC(=O)N1CC=2N(CC1)C(=NN2)C(F)(F)F)CC2=C(C=CC(=C2)F)F (3R)-3-amino-4-(2,5-difluorophenyl)-1-(3-(trifluoromethyl)-5,6-dihydro-[1,2,4]triazolo[4,3-a]pyrazin-7(8H)-yl)butane-1-one